3-cyclopropyl-8-fluoro-5-(3-fluoroazetidine-1-carbonyl)-N-[6-(4-isopropyl-4H-1,2,4-triazol-3-yl)pyridin-2-yl]-5,6-dihydro-4H-benzo[f]imidazo[1,5-a][1,4]diazepine-9-carboxamide C1(CC1)C=1N=CN2C1CN(CC1=C2C=C(C(=C1)F)C(=O)NC1=NC(=CC=C1)C1=NN=CN1C(C)C)C(=O)N1CC(C1)F